C1=CC(=CC=C1N)OC2=CC=C(C=C2)N 4,4'-diaminophenyl ether